N-(5-((5-chloro-4-((2-(dimethylphosphoryl)phenyl)amino)pyrimidin-2-yl)amino)-4-methoxy-2-(4-(4-methylpiperazin-1-yl)piperidin-1-yl)phenyl)-3-methylbenzamide ClC=1C(=NC(=NC1)NC=1C(=CC(=C(C1)NC(C1=CC(=CC=C1)C)=O)N1CCC(CC1)N1CCN(CC1)C)OC)NC1=C(C=CC=C1)P(=O)(C)C